CC(=CC=CC=C(C)O)O 2,4,6-octatriene-2,7-diol